perfluoroisopentyl ketone FC(C(C(C(F)(F)F)(C(F)(F)F)F)(F)F)(F)C(=O)C(C(C(C(F)(F)F)(C(F)(F)F)F)(F)F)(F)F